N-methyl-3-(tetrahydro-2H-pyran-4-yl)-1-(3-(tetrahydro-2H-pyran-4-yl)isoquinolin-8-yl)-5,6-dihydroimidazo[1,5-a]pyrazine-7(8H)-carboxamide CNC(=O)N1CC=2N(CC1)C(=NC2C=2C=CC=C1C=C(N=CC21)C2CCOCC2)C2CCOCC2